(3-acetyl-1-(2-((2S,4R)-2-(6-bromo-1-oxidopyridin-2-ylcarbamoyl)-4-fluoropyrrolidin-1-yl)-2-oxoethyl)-1H-indazol-5-yl)-2-methylpyrimidine 1-oxide C(C)(=O)C1=NN(C2=CC=C(C=C12)C1=NC(=[N+](C=C1)[O-])C)CC(=O)N1[C@@H](C[C@H](C1)F)C(NC1=[N+](C(=CC=C1)Br)[O-])=O